C(CCCC)OCOCCCC(CC(CC(CC(CC(C)Br)C)C)C)C 12-bromo-4,6,8,10-tetramethyltridecyl pentyloxymethyl ether